ClC1=NC=C(C(=C1)NC1CCC2(CN(C2)C(=O)OC(C)(C)C)CC1)C1=NN(C=C1)C(F)F tert-Butyl 7-((2-chloro-5-(1-(difluoromethyl)-1H-pyrazol-3-yl)pyridin-4-yl)amino)-2-azaspiro[3.5]nonane-2-carboxylate